1-Deoxypentitol CC(C(C(CO)O)O)O